m-phenylenebis(dimethylmethylene) diisocyanate C1(=CC(=CC=C1)C(C)(C)N=C=O)C(C)(C)N=C=O